N-(3-chloro-2-fluorobenzyl)-1-cyclopropyl-6-fluoro-4-oxo-7-(1-piperazinyl)-1,4-dihydroquinoline-3-carboxamide ClC=1C(=C(CNC(=O)C2=CN(C3=CC(=C(C=C3C2=O)F)N2CCNCC2)C2CC2)C=CC1)F